OC12CCC(CC1)(C2)N2C1=NC(=NC=C1NC2=O)SC 9-(4-hydroxybicyclo[2.2.1]heptan-1-yl)-2-(methylthio)-7,9-dihydro-8H-purin-8-one